3-(3-fluoropyridin-3-yl)indol FC1(CN=CC=C1)C1=CNC2=CC=CC=C12